BrCC1=C(C(=O)[O-])C=CC=C1 2-(bromomethyl)-benzoate